methyl acetate hydrochloride salt Cl.C(C)(=O)OC